ClC1=CC(=C2C=NN(C2=C1)C1OCCCC1)F 6-chloro-4-fluoro-1-(tetrahydro-2H-pyran-2-yl)-1H-indazole